(S)-1-(2-methylcyclopentyl)-1,2,3,6-tetrahydropyridin-3-yl pivalate C(C(C)(C)C)(=O)O[C@@H]1CN(CC=C1)C1C(CCC1)C